C[C@@]12C[C@H](N([C@H]2C1)C(CNC(=O)C1=CC=C(C=C1)OC1=CC=CC=C1)=O)C(=O)O (1S,3S,5S)-5-methyl-2-{2-[(4-phenoxyphenyl)-formamido]acetyl}-2-azabicyclo[3.1.0]hexane-3-carboxylic acid